pyridinium (2S,5R)-N-[2-(morpholin-4-yl)-2-oxoethoxy]-7-oxo-6-(sulfooxy)-1,6-diazabicyclo[3.2.1]octane-2-carboxamide N1(CCOCC1)C(CONC(=O)[C@H]1N2C(N([C@H](CC1)C2)OS(=O)(=O)O)=O)=O.[NH+]2=CC=CC=C2